ClC1=CC=C(OCCCC(=O)O)C=C1 4-(4-chlorophenoxy)butanoic acid